C(C)(=O)N1CCN(CC1)CCNC1=CC=CC(=N1)C1=NC2=CC(=NC=C2C=C1)CNC(C1=CN=CC(=C1)S(=O)(=O)C)=O N-((2-(6-((2-(4-acetylpiperazin-1-yl)ethyl)amino)pyridin-2-yl)-1,6-naphthyridin-7-yl)methyl)-5-(methylsulfonyl)nicotinamide